COC1=CC=C2CC/C(/C2=C1)=C\C1N(CCC1)C [(E)-(6-Methoxy-1-indanylidene)methyl]-1-methylpyrrolidine